[Si](C1=CC=CC=C1)(C1=CC=CC=C1)(C(C)(C)C)OCC1CN(CC(C1)O)C(=O)OCC1=CC=CC=C1 benzyl 3-(((tert-butyldiphenylsilyl)oxy)methyl)-5-hydroxypiperidine-1-carboxylate